FC(OC1=CC=CC=2C(N([C@H]3C=4N([C@@H](C21)C3)C3=C(N4)C=CC(=C3)C#CCCNC(C(C)(C)O)=O)C([2H])([2H])[2H])=O)F N-(4-((7R,14R)-1-(difluoromethoxy)-6-(methyl-d3)-5-oxo-5,6,7,14-tetrahydro-7,14-methanobenzo[f]benzo[4,5]imidazo[1,2-a][1,4]diazocin-11-yl)but-3-yn-1-yl)-2-hydroxy-2-methylpropanamide